P(=O)(O)(O)OP(=O)(O)OP(=O)(O)OP(=O)(O)O tetraphosphoric acid